C12CNCC(CC1)N2C(CCOC[C@H](C)NC2=C(C(NN=C2)=O)C(F)(F)F)=O 5-(((2S)-1-(3-(3,8-diazabicyclo[3.2.1]octan-8-yl)-3-oxopropoxy)propan-2-yl)amino)-4-(trifluoromethyl)pyridazin-3(2H)-one